CC(C(C(=O)NC1=C(C=CC=C1)C(C1=CC(=CC=C1)C)=O)NC(C(F)(F)F)=O)C 3-methyl-N-(2-(3-methylbenzoyl)phenyl)-2-(2,2,2-trifluoroacetamido)butanamide